2,2-difluoropropane-1,3-diylbis(4-methylbenzenesulfonate) FC(CC1=C(C=CC(=C1)C)S(=O)(=O)[O-])(CC1=C(C=CC(=C1)C)S(=O)(=O)[O-])F